COC=1C=C(C=CC1OC)C=1NC2=CC=C(C=C2C1CC)C1CCN(CC1)C(CN1CC(CCC1)C(=O)O)=O 1-(2-(4-(2-(3,4-dimethoxyphenyl)-3-ethyl-1H-indol-5-yl)piperidin-1-yl)-2-oxoethyl)piperidine-3-carboxylic acid